FC(C1=NSC(=N1)CC1CC2(CN(C2)C(=O)N2C[C@H](CC2)C(=O)N)C1)(F)F (3S)-1-[6-[[3-(Trifluoromethyl)-1,2,4-thiadiazol-5-yl]methyl]-2-azaspiro[3.3]heptane-2-carbonyl]pyrrolidine-3-carboxamide